CC1=C(C(=O)P(C2=CC=CC=C2)C2=CC=CC=C2)C(=CC(=C1)C)C 2,4,6-Trimethylbenzoyldiphenylphosphine